COC(CCC1CN(C(C(=C1O)C(NC1=C(C(=CC=C1)F)OC)=S)=O)C(=O)OC(C)(C)C)OC tert-butyl 3-(3,3-dimethoxypropyl)-5-[(3-fluoro-2-methoxy-phenyl)carbamothioyl]-4-hydroxy-6-oxo-2,3-dihydropyridine-1-carboxylate